CC1=CC=C(C=C1)C1=C(C=CC(=C1)F)NC(=O)C=1C(=NN(C1)C)C(F)(F)F N-(4'-methyl-5-fluorobiphenyl-2-yl)-1-methyl-3-trifluoromethyl-1H-pyrazole-4-carboxamide